tert-Butyl (S)-2-amino-2-(2,4-dinitrophenyl)propanoate N[C@@](C(=O)OC(C)(C)C)(C)C1=C(C=C(C=C1)[N+](=O)[O-])[N+](=O)[O-]